2,6-dibenzyloxy-3-(4-bromo-2,5-difluoro-phenyl)pyridine C(C1=CC=CC=C1)OC1=NC(=CC=C1C1=C(C=C(C(=C1)F)Br)F)OCC1=CC=CC=C1